tert-butyl (S)-6-diazo-2-(3-(2-(dimethylamino)acetamido) propanamido)-5-oxohexanoate [N+](=[N-])=CC(CC[C@@H](C(=O)OC(C)(C)C)NC(CCNC(CN(C)C)=O)=O)=O